Cl.ClC=1C=C(C=C(C1)B1OC(C(O1)(C)C)(C)C)C1=NCCOC1 5-(3-chloro-5-(4,4,5,5-tetramethyl-1,3,2-dioxaborolan-2-yl)phenyl)-3,6-dihydro-2H-1,4-oxazine hydrochloride